7-Fluoro-3-(1,2,5,6-tetrahydropyridin-3-yl)-1H-indole-2-carbonitrile FC=1C=CC=C2C(=C(NC12)C#N)C=1CNCCC1